C(C)(C)(C)OC(=O)N1C(=CC2(CC(C2)(F)F)CC1)C1=CC=C(C=C1)C(C)(C)O 2,2-difluoro-6-(4-(2-hydroxy-prop-2-yl)phenyl)-7-azaspiro[3.5]non-5-ene-7-carboxylic acid tert-butyl ester